2-(4-chlorophenyl)-2-((R)-3-(4-(5,6,7,8-tetrahydro-1,8-naphthyridin-2-yl)butoxy)pyrrolidin-1-yl)acetic acid ClC1=CC=C(C=C1)C(C(=O)O)N1C[C@@H](CC1)OCCCCC1=NC=2NCCCC2C=C1